C(#N)C1=CC(=C(COC2=CC(=CC(=N2)C2=CC(=C(CC3=NC4=C(N3CCOC)C=C(C=C4)C(=O)O)C=C2)F)C=2C=NN(C2)C)C=C1)F 2-(4-(6-((4-Cyano-2-fluorobenzyl)oxy)-4-(1-methyl-1H-pyrazol-4-yl)pyridin-2-yl)-2-fluorobenzyl)-1-(2-methoxyethyl)-1H-benzo[d]imidazole-6-carboxylic acid